N-[2-(4-formylcyclohexyl)-6-(1-hydroxy-1-methyl-ethyl)indazol-5-yl]pyridine-2-carboxamide C(=O)C1CCC(CC1)N1N=C2C=C(C(=CC2=C1)NC(=O)C1=NC=CC=C1)C(C)(C)O